1-n-pentene CCCC=C